C(C)(C)(C)NC1=NC(=CC2=C1N=C(N=C2)S(=O)C)C#N 8-(tert-butylamino)-2-(methylsulfinyl)pyrido[3,4-d]pyrimidine-6-carbonitrile